BrC1=CC=C(C(=O)NC2=CC=CC3=CC=CC(=C23)S(=O)(=O)NC(CCCOCCOC)=O)C=C1 4-bromo-N-(8-{[4-(2-methoxyethoxy)-butanamido]sulfonyl}naphthalen-1-yl)benzamide